ClC1=CC=C(C(=N1)C(=O)OC)N[C@H](C)C=1C=C(C=C2C(C=C(OC12)C1=CC=CC=C1)=O)C methyl 6-chloro-3-[[(1R)-1-(6-methyl-4-oxo-2-phenyl-chromen-8-yl)ethyl]amino]pyridine-2-carboxylate